docosyl n-tetradecanoate C(CCCCCCCCCCCCC)(=O)OCCCCCCCCCCCCCCCCCCCCCC